(2R,3R,4R,5R)-5-(6-amino-2-chloro-9H-purin-9-yl)-4-((tert-butyldimethylsilyl) oxy)-2-(((4-methoxyphenyl) diphenylmethoxy) methyl)-tetrahydrofuran-3-yl trifluoromethanesulfonate FC(S(=O)(=O)O[C@@H]1[C@H](O[C@H]([C@@H]1O[Si](C)(C)C(C)(C)C)N1C2=NC(=NC(=C2N=C1)N)Cl)COC(C1=CC=CC=C1)(C1=CC=CC=C1)C1=CC=C(C=C1)OC)(F)F